pentahydroxyiron O[Fe](O)(O)(O)O